2-((3-cyclopropyl-1-methyl-1H-pyrazol-5-yl)amino)-N-(4-phenylpyridin-3-yl)pyrimidine-4-carboxamide C1(CC1)C1=NN(C(=C1)NC1=NC=CC(=N1)C(=O)NC=1C=NC=CC1C1=CC=CC=C1)C